P(=O)(OC1=C(C=CC=C1)C)(OC1=C(C=CC=C1C)C)OC1=C(C=CC=C1C)C tolyl bis-2,6-xylyl phosphate